F[C@@H]1C[C@H](N(C1)C(CNC(=O)N1CC(C1)C(F)(F)F)=O)C(=O)N[C@H](C1=NC=C(C=C1)C(C)C)C1=CC=CC=C1 (2S,4R)-4-fluoro-N-[(S)-phenyl[5-(propan-2-yl)pyridin-2-yl]methyl]-1-(2-{[3-(trifluoromethyl)azetidin-1-carbonyl]amino}acetyl)pyrrolidine-2-carboxamide